4-((2-Fluoropyridin-4-yl)oxy)butyric acid FC1=NC=CC(=C1)OCCCC(=O)O